3-(4-((1R,2S)-6-(benzyloxy)-2-phenyl-1,2,3,4-tetrahydronaphthalene-1-yl)phenyl)-3-azaspiro[5.5]undecane-9-one C(C1=CC=CC=C1)OC=1C=C2CC[C@@H]([C@@H](C2=CC1)C1=CC=C(C=C1)N1CCC2(CC1)CCC(CC2)=O)C2=CC=CC=C2